2-(2,6-dioxopiperidin-3-yl)-4-(((1-(1-(1-hydroxycyclobutane-1-carbonyl)piperidin-4-yl)-1H-pyrazol-4-yl)methyl)amino)isoindoline-1,3-dione O=C1NC(CCC1N1C(C2=CC=CC(=C2C1=O)NCC=1C=NN(C1)C1CCN(CC1)C(=O)C1(CCC1)O)=O)=O